N-[(2S,3R)-2-[(3'-chloro-2-fluoro[1,1'-biphenyl]-3-yl)methyl]-4,4-difluoro-1-(2-methylpropanoyl)pyrrolidin-3-yl]methanesulfonamide ClC=1C=C(C=CC1)C1=C(C(=CC=C1)C[C@@H]1N(CC([C@@H]1NS(=O)(=O)C)(F)F)C(C(C)C)=O)F